ClC=1C=C(C=CC1)C=1SC=C(N1)CC(=O)NCC(=O)O (2-(2-(3-CHLOROPHENYL)THIAZOL-4-YL)ACETYL)GLYCINE